N1(CCCCC1)C=1OC2=C(N1)C=C(C=C2)NC(=O)C2=CC1=C(OCO1)C=C2 benzo[1,3]dioxole-5-carboxylic acid (2-piperidin-1-yl-benzooxazol-5-yl)-amide